C(C)(C)(C)N(C(=O)C=1C2=C(N(N1)C1=CC(=CC(=C1)OC)Cl)C=1C=C(C(=CC1OC2)OC)C=2C=NC=C(C2)C#N)C N-tert-butyl-1-(3-chloro-5-methoxyphenyl)-8-(5-cyanopyridin-3-yl)-7-methoxy-N-methyl-1,4-dihydrochromeno[4,3-c]pyrazole-3-carboxamide